N-((2-fluorophenyl)(oxo)(trifluoromethyl)-λ6-sulfaneylidene)-4-(5-(trifluoromethyl)-1,2,4-oxadiazol-3-yl)benzamide FC1=C(C=CC=C1)S(=NC(C1=CC=C(C=C1)C1=NOC(=N1)C(F)(F)F)=O)(C(F)(F)F)=O